C(CCCC)(=O)C1CC(CC(C1)(C)C)(C)C 1-pentoyl-3,3,5,5-tetramethylcyclohexan